N,N-bis-(2,2,6,6-tetramethyl-piperidin-4-yl)-propane-1,3-diamine CC1(NC(CC(C1)N(CCCN)C1CC(NC(C1)(C)C)(C)C)(C)C)C